(S)-N-((S)-3-(4-fluorophenyl)pyrrolidin-3-yl)-4-(trifluoromethoxy)benzenesulfonimidamide FC1=CC=C(C=C1)[C@@]1(CNCC1)N[S@@](=O)(=N)C1=CC=C(C=C1)OC(F)(F)F